Benzyl (trans-4-formylcyclohexyl)carbamate C(=O)[C@@H]1CC[C@H](CC1)NC(OCC1=CC=CC=C1)=O